2-(4-(2-((4-(Bis((Z)-2-hydroxyoctadec-9-en-1-yl)amino)butyl)disulfaneyl)ethyl)piperazin-1-yl)ethyl 5-(bis((9Z,12Z,15Z)-2-hydroxyoctadeca-9,12,15-trien-1-yl)amino)pentanoate OC(CN(CCCCC(=O)OCCN1CCN(CC1)CCSSCCCCN(CC(CCCCCC\C=C/CCCCCCCC)O)CC(CCCCCC\C=C/CCCCCCCC)O)CC(CCCCCC\C=C/C\C=C/C\C=C/CC)O)CCCCCC\C=C/C\C=C/C\C=C/CC